1-(6-amino-2-bromo-3-fluoro-4-iodo-anilino)-2-methyl-propan-2-ol NC1=CC(=C(C(=C1NCC(C)(O)C)Br)F)I